6-(4-methoxybenzyl)-8-(2-oxa-6-azaspiro[3.3]heptan-6-yl)-3-(tetrahydro-2H-pyran-4-ylmethyl)pyrido[2,3-d][1,2,4]triazolo[4,3-b]pyridazine COC1=CC=C(CC=2C3=C(C=4N(N2)C(=NN4)CC4CCOCC4)N=CC(=C3)N3CC4(COC4)C3)C=C1